BrC1=C2C(=C3C=CC(=NC3=C1Cl)OC[C@@H]1OCCC1)COC2 4-Bromo-5-chloro-7-[[(2R)-tetrahydrofuran-2-yl]methoxy]-1,3-dihydrofuro[3,4-f]quinoline